10-chloro-6-phenyl-7-(pyridin-2-yl)-7H-indolo[2,3-c]quinoline ClC1=CC2=C(C=C1)N(C=1C(=NC3=CC=CC=C3C12)C1=CC=CC=C1)C1=NC=CC=C1